COC=1C=C2C(=NC(=NC2=CC1OCCCCC(=O)N)N1CCN(CCC1)C)NC1CCN(CC1)C 5-((6-methoxy-2-(4-methyl-1,4-diazepan-1-yl)-4-((1-methylpiperidin-4-yl)amino)quinazolin-7-yl)oxy)pentanamide